1-(propan-2-yl)-5-(trifluoromethyl)-1H-pyrazol-4-amine hydrochloride Cl.CC(C)N1N=CC(=C1C(F)(F)F)N